BrC=1C(=NN(C1C=1C=NC=NC1)C1=C(C=CC=C1)F)O 4-Bromo-1-(2-fluorophenyl)-5-(pyrimidin-5-yl)-1H-pyrazol-3-ol